C(C)N(CC(CC)(CC)N[Si](C)(C)C)CC (2-diethylamino-1,1-diethyl-ethyl)(trimethylsilyl)amine